C(C(C)C)(=O)OC1=CC=C2C=CCC2=C1 6-inden-yl isobutyrate